3-{[ethyl-(5-phenylpyridin-3-yl)amino]methyl}-N-[(1S,2S)-2-hydroxycyclohexyl]-4-methylbenzamide C(C)N(C=1C=NC=C(C1)C1=CC=CC=C1)CC=1C=C(C(=O)N[C@@H]2[C@H](CCCC2)O)C=CC1C